COC(=O)C1=CC2=C(C(N1)=O)C=NN2C 1-methyl-4-oxo-5H-pyrazolo[4,3-c]pyridine-6-carboxylic acid methyl ester